[Si](C1=CC=CC=C1)(C1=CC=CC=C1)(C(C)(C)C)OC[C@H]([C@H](NC)C=1OC=CC1)C (1S,2S)-3-((tert-butyldiphenylsilyl)oxy)-1-(furan-2-yl)-N,2-dimethylpropan-1-amine